C(C)OC(N(C1(CC1)C1=CC(=C(C=C1)F)C(F)(F)F)CC(C)(C)N)=O Ethyl-(2-amino-2-methylpropyl)(1-(4-fluoro-3-(trifluoromethyl)phenyl)cyclopropyl)-Carbamat